NC1=CC=CC=C1.[Na] sodium 4-aminobenzene